6-Methyl-N-[3-(1-methyl-piperidin-4-yl)-5-trifluoromethyl-phenyl]-5-(4-pyridin-3-yl-pyrimidin-2-ylamino)-nicotinamide CC1=NC=C(C(=O)NC2=CC(=CC(=C2)C(F)(F)F)C2CCN(CC2)C)C=C1NC1=NC=CC(=N1)C=1C=NC=CC1